O=C1NN=C(S1)NC(=O)C=1C=C2C=C(NC2=CC1)C1=NNC=2CC(CCC12)(C)C N-(4,5-dihydro-5-oxo-1,3,4-thiadiazol-2-yl)-2-(4,5,6,7-tetrahydro-6,6-dimethyl-1H-indazol-3-yl)-1H-Indole-5-carboxamide